1-(4-bromo-2-methylphenyl)-3-methylimidazolidin-2-one BrC1=CC(=C(C=C1)N1C(N(CC1)C)=O)C